FC(C=1C=C(C=C(C1)C(F)(F)F)C1=NN(C=N1)/C=C(/C#N)\C=1C=NC=CC1)(F)F (E)-3-(3-(3,5-bis-(trifluoromethyl)-phenyl)-1H-1,2,4-triazol-1-yl)-2-(pyridin-3-yl)-acrylonitrile